4-(aminomethyl)-2-(2,6-dioxopiperidin-3-yl)isoindoline-1,3-dione, hydrochloride Cl.NCC1=C2C(N(C(C2=CC=C1)=O)C1C(NC(CC1)=O)=O)=O